C(CCC)NC(=O)NC1CCC2(CC3(C(N(C(N3)=O)C)=O)C2)CC1 1-Butyl-3-(3-methyl-2,4-dioxo-1,3-diazadispiro[4.1.57.15]tridecan-10-yl)urea